C1(CC1)C=1C=CC=2N(C1)C(=CN2)C(=O)NC2=C(C(=CC(=C2)C2=NOC(=N2)[C@@H]2[C@H](C2)F)F)C 6-cyclopropyl-N-(3-fluoro-5-(5-((1R,2S)-2-fluorocyclopropyl)-1,2,4-oxadiazol-3-yl)-2-methylphenyl)imidazo[1,2-a]pyridine-3-carboxamide